3-chloro-1-(o-tolyl)benzofuro[3,2-c]pyridine ClC1=CC2=C(C(=N1)C1=C(C=CC=C1)C)C1=C(O2)C=CC=C1